CC=1SC=C(N1)C(=O)NNCC1=NC=C(C=C1)C(F)(F)F methyl-N'-((5-(trifluoromethyl)pyridin-2-yl)methyl)thiazole-4-carbohydrazide